C(#N)C1=C(SC2=C1CN(C(C2)C)CC2CCC2)NC(CC2=CC=C(C=C2)S(N)(=O)=O)=O N-(3-Cyano-5-(cyclobutylmethyl)-6-methyl-4,5,6,7-tetrahydrothieno[3,2-c]pyridin-2-yl)-2-(4-sulfamoylphenyl)acetamid